trisodium diphosphate [O-]P([O-])(=O)OP(=O)([O-])O.[Na+].[Na+].[Na+]